FC1=C(C=CC=C1)NC1=CC=C2C(=NNC2=C1)NC(C1=C(C=C(C=C1)C1CCN(CC1)C)NC1CCOCC1)=O N-(6-((2-fluorophenyl)amino)-1H-indazol-3-yl)-4-(1-methylpiperidin-4-yl)-2-((tetrahydro-2H-pyran-4-yl)amino)benzamide